C(C)OC(NC=1C(=NC=CC1OC1=C(C=C(C=C1)N)F)N)=O (2-amino-4-(4-amino-2-fluorophenoxy)pyridin-3-yl)carbamic acid ethyl ester